COC=1C=CC2=C(C=C(O2)C(=O)N[C@H](C(=O)O)CC2=NC=CC=C2)C1 (2S)-2-[(5-methoxy-1-benzofuran-2-carbonyl)amino]-3-pyridin-2-ylpropionic acid